(19R)-10-chloro-3-ethyl-16-fluoro-19-methyl-20-oxa-3,4,8,9,23-pentaazapentacyclo[19.3.1.02,6.08,12.013,18]pentacosa-1(24),2(6),4,9,11,13,15,17,21(25),22-decaen-22-amine ClC1=NN2CC=3C=NN(C3C3=CN=C(C(O[C@@H](C4=CC(=CC=C4C2=C1)F)C)=C3)N)CC